CNC1=CC=C(C=C1)/C=C/C=C/C=1SC2=C(N1)C=CC(=C2)O 2-((1E,3E)-4-(4-(methylamino)phenyl)buta-1,3-dienyl)benz[d]thiazole-6-ol